2-[[6,7-dichloro-10-(1H-pyrazol-4-yl)-2-pyrimidin-2-yl-3,4-dihydro-1H-pyrazino[1,2-a]indol-9-yl]oxy]acetonitrile ClC1=C(C=C(C=2C(=C3N(C12)CCN(C3)C3=NC=CC=N3)C=3C=NNC3)OCC#N)Cl